3-Methoxy-4-hydroxymandelic acid COC=1C=C(C(C(=O)O)O)C=CC1O